5-fluoro-2-[2-[(5-fluoro-3-pyridyl)oxymethyl]imidazo[1,2-a]pyrimidin-6-yl]aniline FC=1C=CC(=C(N)C1)C=1C=NC=2N(C1)C=C(N2)COC=2C=NC=C(C2)F